O=C1N(C(CC1)=O)CCC(=O)O 3-(2,5-dioxo-pyrrolin-1-yl)-propionic acid